3,5-difluoro-4-(1H-pyrazol-1-yl)aniline FC=1C=C(N)C=C(C1N1N=CC=C1)F